2,4,6-tri-tert-butylphenyl carbamate C(N)(OC1=C(C=C(C=C1C(C)(C)C)C(C)(C)C)C(C)(C)C)=O